4-[7-(difluoromethyl)-1H-pyrrolo[3,2-c]pyridin-4-yl]benzoic acid FC(C=1C2=C(C(=NC1)C1=CC=C(C(=O)O)C=C1)C=CN2)F